3-(difluoromethyl)-N-(3-(7-((4-methoxybenzyl)(methyl)amino)-1,6-naphthyridin-3-yl)-4-methylphenyl)benzamide propargylborate C(C#C)OB(O)O.FC(C=1C=C(C(=O)NC2=CC(=C(C=C2)C)C=2C=NC3=CC(=NC=C3C2)N(C)CC2=CC=C(C=C2)OC)C=CC1)F